6-chloro-4-(4-methoxybenzylthio)-1-methylpyridin-2(1H)-one ClC1=CC(=CC(N1C)=O)SCC1=CC=C(C=C1)OC